5-bromo-3-(trifluoromethyl)pyridine BrC=1C=C(C=NC1)C(F)(F)F